N,N'-diallylurea C(C=C)NC(=O)NCC=C